C(C)(C)OC=1C=CC(=NC1)C(=N)N 5-isopropoxypyridine-2-carboxamidine